N4-(pyridin-3-ylmethyl)terephthalamide N1=CC(=CC=C1)CNC(C1=CC=C(C(=O)N)C=C1)=O